O1[C@@H](C1)CN1CCC2(COC2)CC1 (R)-7-(oxiran-2-ylmethyl)-2-oxa-7-azaspiro[3.5]nonane